5-((2-amino-3-fluoropyridin-4-yl)methyl)-3,4-difluoro-2-((2-fluoro-4-iodophenyl)amino)-N-(pent-4-ene-1-yl)benzamide NC1=NC=CC(=C1F)CC=1C(=C(C(=C(C(=O)NCCCC=C)C1)NC1=C(C=C(C=C1)I)F)F)F